(R)-1-(4-(6-(trifluoromethyl)imidazo[1,2-a]pyridin-3-yl)pyrimidin-2-yl)piperidine-3-carboxamide FC(C=1C=CC=2N(C1)C(=CN2)C2=NC(=NC=C2)N2C[C@@H](CCC2)C(=O)N)(F)F